3,6,7,10,11-penta(n-hexyloxy)benzophenanthrene C(CCCCC)OC1=CC=C2C=3C=C(C(=CC3C3=C(C2=C1)C=C(C(=C3)OCCCCCC)OCCCCCC)OCCCCCC)OCCCCCC